FC=1C=C(C=C(C1)N1CCOCC1)NC1=NC=CC(=N1)NC1=CN=NC2=C(C=CC=C12)C N2-(3-fluoro-5-morpholinophenyl)-N4-(8-methylcinnolin-4-yl)pyrimidine-2,4-diamine